(E)-1-(2,6-Dihydroxyphenyl)-3-(3-methoxyphenyl)prop-2-en-1-one OC1=C(C(=CC=C1)O)C(\C=C\C1=CC(=CC=C1)OC)=O